2,5-bis(4-chlorophenyl)-1H-imidazole ClC1=CC=C(C=C1)C=1NC(=CN1)C1=CC=C(C=C1)Cl